ethyl (2-cyano-2-(2-(3,5-dimethyl-4-((1-oxo-1,2,3,4-tetrahydroisoquinolin-6-yl)oxy)phenyl)hydrazono)acetyl)carbamate C(#N)C(C(=O)NC(OCC)=O)=NNC1=CC(=C(C(=C1)C)OC=1C=C2CCNC(C2=CC1)=O)C